nitroisatoic anhydride C1=CC=C2C(=C1)C(=O)OC(=O)N2[N+](=O)[O-]